NC=1C(=CC(=C(C1)C1=CC2=C(N=C(N=C2)NC)N2C1=NCC2)C)Cl 6-(5-amino-4-chloro-2-methylphenyl)-N-methyl-8,9-dihydroimidazo[1',2':1,6]pyrido[2,3-d]pyrimidin-2-amine